C(C)(C)(C)C=1C=C(C=C(C1)C(C)(C)C)[Li] 3,5-di-tert-butylphenyl-lithium